bis(2,2-dimethyl-1,3-dioxolan-4-yl)methyl (4-nitrophenyl) carbonate C(OC(C1OC(OC1)(C)C)C1OC(OC1)(C)C)(OC1=CC=C(C=C1)[N+](=O)[O-])=O